NCCCOC=1C=C(C=C(C1)COC1=CC\2=C(C(N3[C@H](/C=N2)CC(C3)=CC)=O)C=C1OC)COC1=CC\3=C(C(N2[C@H](/C=N3)CC(C2)=CC)=O)C=C1OC 8,8'-(5-(3-aminopropyloxy)-1,3-benzenediylbis(methyleneoxy))-bis[(S)-2-eth-(E)-ylidene-7-methoxy-1,2,3,11a-tetrahydro-5H-pyrrolo[2,1-c][1,4]benzodiazepin-5-one]